O[B-]1([C@@H]2C[C@@H]2C2=CC=C(C(=C2O1)C(=O)O)OC1CN(C1)C([C@H]1NC[C@H](C1)O)=O)O (2S,4R)-5,5-dihydroxy-9-{1-[(4S)-4-hydroxy-L-prolyl]azetidin-3-yl}oxy-6-oxa-5-boranuidatricyclo[5.4.0.02,4]undeca-1(11),7,9-triene-8-carboxylic acid